(2r,3r,5ar,7r,9as)-7-(2-methylbutan-2,3-dien-1-yl)hexahydro-2H-2,5a-methano-pyrano[3,2-e][1,4]dioxepin-3-ol CC(C[C@H]1CC[C@@H]2O[C@H]3[C@@H](OC[C@]2(O1)C3)O)=C=C